{2-[5-Chloro-6-(4-Fluorophenyl)-4-(2-Hydroxypropan-2-yl)Pyridin-2-yl]-2-Cyclopropyl-2-Hydroxyethyl}-8-(Cyclopropyloxy)-3-Methylquinoline-6-Carboxamide ClC=1C(=CC(=NC1C1=CC=C(C=C1)F)C(CC1=NC2=C(C=C(C=C2C=C1C)C(=O)N)OC1CC1)(O)C1CC1)C(C)(C)O